(5-(3-((1H-Pyrrolo[3,2-b]pyridin-5-yl)oxy)phenyl)-4H-1,2,4-triazol-3-yl)(phenyl)methanamine N1C=CC2=NC(=CC=C21)OC=2C=C(C=CC2)C=2NC(=NN2)C(N)C2=CC=CC=C2